FC1=CC=C(C=C1)NC(C1=C(C=CC=C1)OC)=O N-(4-fluorophenyl)-2-methoxybenzamide